N-[5-(2,2-difluoroethyl)-4,6-dimethoxy-pyrimidin-2-yl]-6-methyl-7-pyrazol-1-yl-1H-indole-3-sulfonamide FC(CC=1C(=NC(=NC1OC)NS(=O)(=O)C1=CNC2=C(C(=CC=C12)C)N1N=CC=C1)OC)F